Tris(2-dimethylaminoethyl)methyl-tin CN(CC[Sn](C)(CCN(C)C)CCN(C)C)C